C=CCC(CCCCCCCCC)OC1=CC=C(C=C1)CCC(C)=O 4-(4-(tridec-1-en-4-yloxy)phenyl)butan-2-one